OC1=CC=C(C=C1)CC(=O)NCC(=O)O 4-hydroxyphenylacetylglycine